1-[2-(2-{2-[(4-azido-2-nitrophenyl)amino]ethyl}pyrimidin-4-yl)ethyl]-2-(hydroxymethyl)piperidine-3,4,5-triol N(=[N+]=[N-])C1=CC(=C(C=C1)NCCC1=NC=CC(=N1)CCN1C(C(C(C(C1)O)O)O)CO)[N+](=O)[O-]